CC1=CC=C2C=C(NC2=C1)C1=CC=C2C(=N1)OC=C2C2C(NC(CC2)=O)=O 3-[6-(6-methyl-1H-indol-2-yl)furo[2,3-b]pyridin-3-yl]piperidine-2,6-dione